BrC=1C(=NC=CC1)CC1N(C(C2=CC=CC=C12)=O)CC1CC2(C1)OC(NC2)=O 2-((1-((3-bromopyridin-2-yl)methyl)-3-oxoisoindolin-2-yl)methyl)-5-oxa-7-azaspiro[3.4]octan-6-one